C(C)OC(=O)C=1OC2=C(C1C)C=C(C=C2)S(N(CCC2=CC=CC=C2)C2=C(C=CC=C2)N2CCN(CC2)C(C2=CC=C(C=C2)C)=O)(=O)=O 3-Methyl-5-(N-(2-(4-(4-methylbenzoyl)piperazin-1-yl)phenyl)-N-phenethylsulfamoyl)benzofuran-2-carboxylic acid ethyl ester